(5-(pyridin-2-yl)-tetrazole) borate B(O)(O)O.N1=C(C=CC=C1)C1=NN=NN1